C1(CCCCC1)NC(C(C)O)S(=O)(=O)O cyclohexylamino-2-hydroxy-1-propanesulfonic acid